1-(4-(5-(5-(2,3-dihydro-1H-inden-4-yl)-6-methoxy-1H-pyrazolo[4,3-b]pyridin-3-yl)pyridin-2-yl)piperidin-1-yl)-2-hydroxyethan-1-one C1CCC2=C(C=CC=C12)C1=C(C=C2C(=N1)C(=NN2)C=2C=CC(=NC2)C2CCN(CC2)C(CO)=O)OC